FC1=CC=C(C=C1)C(N1C[C@@H](N(C[C@H]1C)C=1C2=C(N=C(N1)Cl)SC(=N2)C(F)F)C)C2=CC=C(C=C2)F 7-((2S,5R)-4-(Bis(4-fluorophenyl)methyl)-2,5-dimethylpiperazin-1-yl)-5-chloro-2-(difluoromethyl)thiazolo[5,4-d]pyrimidine